C1(C=CC=C1)[Ti](C1=C(C(=CC=C1F)N(CCOC)C1=CC=C(C=C1)C)F)(C1=C(C(=CC=C1F)N(CCOC)C1=CC=C(C=C1)C)F)C1C=CC=C1 Bis(cyclopentadienyl)bis[2,6-difluoro-3-(N-(2-methoxyethyl)-(4-toluyl)amino)phenyl]titanium